ethanimine phosphate P(=O)(O)(O)O.C(C)=N